n-docosyl triacontyl ketone C(CCCCCCCCCCCCCCCCCCCCCCCCCCCCC)C(=O)CCCCCCCCCCCCCCCCCCCCCC